N-(3-(3'-chloro-6-methoxy-5-(((((S)-5-oxopyrrolidin-2-yl)methyl)amino)methyl)-[2,4'-bipyridin]-2'-yl)-2-methylphenyl)-5-(((S)-3-methoxypyrrolidin-1-yl)methyl)picolinamide ClC=1C(=NC=CC1C1=NC(=C(C=C1)CNC[C@H]1NC(CC1)=O)OC)C=1C(=C(C=CC1)NC(C1=NC=C(C=C1)CN1C[C@H](CC1)OC)=O)C